2-(aminomethyl)-5-(4-bromophenyl)pyrrolidine-1-carboxylate NCC1N(C(CC1)C1=CC=C(C=C1)Br)C(=O)[O-]